C(C=C)(=O)OCCC(=O)C=C [2-(vinylcarbonyl)ethyl] acrylate